3-(3-Chloro-2-methylanilino)-2-(3-{[(2R)-1,4-dioxan-2-yl]methoxy}pyridin-4-yl)-1,5,6,7-tetrahydro-4H-pyrrolo[3,2-c]pyridin-4-one ClC=1C(=C(NC2=C(NC3=C2C(NCC3)=O)C3=C(C=NC=C3)OC[C@@H]3OCCOC3)C=CC1)C